5-bromo-3-(2-(3-(4-methoxyphenyl)-4-oxo-thiazolidine-2-ylidene)hydrazono)indol-2-one BrC=1C=C2C(C(NC2=CC1)=O)=NN=C1SCC(N1C1=CC=C(C=C1)OC)=O